6-oxo-3-(2-[4-(N-pyridin-2-ylsulfamoyl)phenyl]hydrazono)cyclohexa-1,4-dienecarboxylic acid N,N-diethylaminopropyl ester C(C)N(CC)CCCOC(=O)C1=CC(C=CC1=O)=NNC1=CC=C(C=C1)S(NC1=NC=CC=C1)(=O)=O